OC=1C=CC=2N(C1C)N=C(N2)C(=O)OCC ethyl 6-hydroxy-5-methyl-[1,2,4]triazolo[1,5-a]pyridine-2-carboxylate